6-(2-chloro-6-fluorophenyl)-8-methyl-2-{[4-(4-methylpiperazin-1-yl)phenyl]amino}pyrido[2,3-d]pyrimidin-5(8H)-one ClC1=C(C(=CC=C1)F)C=1C(C2=C(N=C(N=C2)NC2=CC=C(C=C2)N2CCN(CC2)C)N(C1)C)=O